ethyl 1-(4-(2,6-bis(benzyloxy)pyridin-3-yl)phenyl)piperidine-4-carboxylate C(C1=CC=CC=C1)OC1=NC(=CC=C1C1=CC=C(C=C1)N1CCC(CC1)C(=O)OCC)OCC1=CC=CC=C1